(diisopropylphosphinyl)aminooxazole chromium (III) chloride [Cl-].[Cr+3].C(C)(C)P(=O)(C(C)C)NC=1OC=CN1.[Cl-].[Cl-]